1-(2,5,8-trioxadecan-10-yl)hexahydropyridine COCCOCCOCCN1CCCCC1